Cl.C1(CCCCC1)N(C1CCCCC1)CC(F)(F)F N,N-dicyclohexyl-2,2,2-trifluoroethylamine hydrochloride